[N+](#[C-])C1=C(C=CC=C1)CC1=C(C=CC=C1)C1=CC=C(C=C1)OC 1-isocyano-2-((4-methoxyphenyl)phenyl)methylbenzene